5-[[4-(3-cyanopropionylamino)-3-fluoro-phenyl]sulfonyl-[(4-methoxyphenyl)methyl]amino]thiazole-4-carboxylic acid tert-butyl ester C(C)(C)(C)OC(=O)C=1N=CSC1N(CC1=CC=C(C=C1)OC)S(=O)(=O)C1=CC(=C(C=C1)NC(CCC#N)=O)F